7-(allyloxy)-2,4-dimethyloct-2-ene C(C=C)OC(CCC(C=C(C)C)C)C